C(CCC)N (E)-1-butylamine